NC1=CC2=CC=CC=C2C=C1N 2,3-diamino-naphthalene